7-(diethylamino)-4-(4-(hydroxymethyl)phenoxy)-2-oxo-2H-chromene-3-formaldehyde C(C)N(C1=CC=C2C(=C(C(OC2=C1)=O)C=O)OC1=CC=C(C=C1)CO)CC